6-bromo-N'-[4-[tert-butyl(dimethyl)silyl]oxy-2-ethyl-5-fluorophenyl]-4-chloro-pyrrolo[1,2-b]pyridazine-3-carboxamidine BrC=1C=C2N(N=CC(=C2Cl)C(=NC2=C(C=C(C(=C2)F)O[Si](C)(C)C(C)(C)C)CC)N)C1